FC(C(=O)O)(F)F.NCCOC1=C(C=C(C=C1)F)[C@@H]1N(C[C@H](C1)F)C1=NC=2N(C=C1)N=CC2N 5-((2R,4S)-2-(2-(2-aminoethoxy)-5-fluorophenyl)-4-fluoropyrrolidin-1-yl)pyrazolo[1,5-a]Pyrimidine-3-amine trifluoroacetate salt